O1CCN(CCC1)CCN1C(C(=C(C2=CC(=CN=C12)C1=CC=C(C=C1)F)O)C(=O)NC1(CCCCC1)C(=O)O)=O 1-(1-(2-(1,4-oxazepan-4-yl)ethyl)-6-(4-fluorophenyl)-4-hydroxy-2-oxo-1,2-dihydro-1,8-naphthyridine-3-carboxamido)cyclohexane-1-carboxylic acid